ClC1=C(C=CC=C1Cl)C=1C=2N(C(=NC1C)N1CCC3([C@@H]([C@@H](OC3)C)N)CC1)C=CN2 (3S,4S)-8-[8-(2,3-dichlorophenyl)-7-methylimidazo[1,2-c]pyrimidin-5-yl]-3-methyl-2-oxa-8-azaspiro[4.5]decan-4-amine